(5-(1-(tetrahydro-2H-pyran-4-yl)-6-tosyl-1,6-dihydroimidazo[4,5-d]pyrrolo[2,3-b]pyridin-2-yl)furan-2-yl)methanol O1CCC(CC1)N1C(=NC=2C1=C1C(=NC2)N(C=C1)S(=O)(=O)C1=CC=C(C)C=C1)C1=CC=C(O1)CO